2-(3-bromo-5-chloro-4-((5-dideuteromethylmethyl-6-oxo-1,6-dihydropyridazin-3-yl)oxy)phenyl)-3,5-dioxo-2,3,4,5-tetrahydro-1,2,4-triazine-6-nitrile BrC=1C=C(C=C(C1OC1=NN(C(C(=C1)C([2H])[2H])=O)C)Cl)N1N=C(C(NC1=O)=O)C#N